ClC1=NC=2N(C(=C1)Cl)N=C(C2)C2=NC=CC=C2 5,7-dichloro-2-(pyridin-2-yl)pyrazolo[1,5-a]pyrimidine